1-(2-(3,3-difluorocyclobutoxy)-4-nitrophenyl)-1H-imidazole FC1(CC(C1)OC1=C(C=CC(=C1)[N+](=O)[O-])N1C=NC=C1)F